COC1=C(C=C(C=C1)NC1=NC=CC(=N1)NC)OCC1CN(CC1)CCOC N2-(4-methoxy-3-((1-(2-methoxyethyl)pyrrolidin-3-yl)methoxy)phenyl)-N4-methylpyrimidine-2,4-diamine